P(=O)(O)(O)OC[C@@H]1[C@]([C@]([C@@H](O1)N1C(=O)NC(=O)C=C1)(O)OC)(O)C(C(C)(C)C)=O 3'-pivaloyl 2'-methoxyuridine-5'-monophosphate